(E)-N-((1R,3R)-3-Fluoro-2,3-dihydro-1H-inden-1-yl)-3-(1H-Indazol-6-yl)acrylamid F[C@@H]1C[C@H](C2=CC=CC=C12)NC(\C=C\C1=CC=C2C=NNC2=C1)=O